o-[tris(isopropyl)siloxy]benzaldehyde C(C)(C)[Si](OC1=C(C=O)C=CC=C1)(C(C)C)C(C)C